BrC=1C(NC(N([C@H]2C[C@H](O)[C@@H](CO)O2)C1)=O)=O 5-bromo-2'-deoxyuridine